C(C)(C)C1=C(C=CC(=C1)N)N 2-isopropyl-p-phenylenediamine